C(C)(C)(C)OC(=O)N1CC(C(CC1)=O)C=1C=NC(=C(C1)N)OC 3-(5-amino-6-methoxypyridin-3-yl)-4-oxopiperidine-1-carboxylic acid tert-butyl ester